CC1(C(C(C1=O)(C)C)=O)C tetramethyl-1,3-cyclobutanedione